2-benzyl-4-methylbenzo[d]oxazole C(C1=CC=CC=C1)C=1OC2=C(N1)C(=CC=C2)C